FC=1C=CC2=C(CCO2)C1CNC1=NC=C(C=2N1C=NN2)C=2C=CC(=NC2C)CCC(=O)O 3-[5-(5-{[(5-fluoro-2,3-dihydro-1-benzofuran-4-yl)methyl]amino}-[1,2,4]triazolo[4,3-c]pyrimidin-8-yl)-6-methylpyridin-2-yl]propanoic acid